CN1N=CC(=C1C1N(CCC1)C(=O)OC(C)(C)C)C tert-Butyl 2-(1,4-dimethyl-1H-pyrazol-5-yl)pyrrolidine-1-carboxylate